FC=1C=CC(=C(C1)S(=O)(=O)NC=1C=NC=2CCNC(C2C1)=O)OC 5-Fluoro-2-methoxy-N-(5-oxo-5,6,7,8-tetrahydro-1,6-naphthyridin-3-yl)benzenesulfonamide